ethyl 3-(4-benzyl-1,5-dimethyl-pyrazol-3-yl)-3-oxo-propionate C(C1=CC=CC=C1)C=1C(=NN(C1C)C)C(CC(=O)OCC)=O